(1S,2R,3R)-2-METHYL-3-VINYLCYCLOHEXANE-1-SULFONAMIDE C[C@H]1[C@H](CCC[C@@H]1C=C)S(=O)(=O)N